FC=1C(=NC=2N(C1)N=CC2I)NCCNC(OC(C)(C)C)=O tert-butyl N-[2-[(6-fluoro-3-iodo-pyrazolo[1,5-a]pyrimidin-5-yl)amino]ethyl]carbamate